2-(1-phenyl-1-propenyl)aniline C1(=CC=CC=C1)C(=CC)C1=C(N)C=CC=C1